tert-butyl 6-[6-[[5-fluoro-4-[(4S)-4-methyl-5,6,7,8-tetrahydro-4H-pyrazolo[1,5-a]azepin-3-yl]pyrimidin-2-yl]amino]-3-pyridyl]-2,6-diazaspiro[3.3]heptane-2-carboxylate FC=1C(=NC(=NC1)NC1=CC=C(C=N1)N1CC2(CN(C2)C(=O)OC(C)(C)C)C1)C=1C=NN2C1[C@H](CCCC2)C